(3R,4R)-octane-3,4-diol CC[C@H]([C@@H](CCCC)O)O